C(C)(C)(C)NC(CCSSCCC(=O)NC(C)(C)C)=O 3,3'-dithiobis(N-(t-butyl)propionamide)